BrC1=C(SC=2N=CN=C(C21)Cl)C=2OC(=CC2)F 5-bromo-4-chloro-6-(5-fluoro-furan-2-yl)thieno[2,3-d]pyrimidine